ClC=1C=C(OC=2C=CC3=C([S@](C([C@@H]3F)(F)F)=O)C2C(F)F)C=C(C1)F (1R,3R)-6-(3-chloro-5-fluorophenoxy)-7-(difluoromethyl)-2,2,3-trifluoro-2,3-dihydrobenzo[b]thiophene 1-oxide